trans-4-hydroxy-1(2H)-octahydronaphthalenone OC1CCC(C2CCCCC12)=O